3-(3-Chloro-4-fluorophenyl)-1-(2-methoxypyridin-4-yl)-1-((4,5,6,7-tetrahydro-1H-indazol-3-yl)methyl)urea ClC=1C=C(C=CC1F)NC(N(CC1=NNC=2CCCCC12)C1=CC(=NC=C1)OC)=O